FC1(CC(C1)(C(=O)OC(C)C)C(=O)OC(C)C)F diisopropyl 3,3-difluorocyclobutane-1,1-dicarboxylate